ClC1=NC(=C(C=2N=CNC(C21)=O)F)Cl 5,7-dichloro-8-fluoropyrido[4,3-d]pyrimidin-4(3H)-one